COC1=CC=C(C=C1)S(=O)(=O)N1C=C(C2=CC=CC=C12)C=O 1-(4-methoxyphenylsulfonyl)-1H-indole-3-carbaldehyde